Fluoro-1-methylethylene FC(=C)C